COC(C=CC(COCC1=CC=CC=C1)N=C(C1=CC=CC=C1)C1=CC=CC=C1)=O 5-(benzyloxy)-4-((diphenylmethylene)amino)pent-2-enoic acid methyl ester